ethyl 1-(4-{[(3s,3ar,6s,6ar)-6-methoxyhexahydrofuro[3,2-b]furan-3-yl] oxy}-3-nitrophenyl)-1H-pyrazole-4-carboxylate CO[C@H]1CO[C@H]2[C@@H]1OC[C@@H]2OC2=C(C=C(C=C2)N2N=CC(=C2)C(=O)OCC)[N+](=O)[O-]